Bis(2-dimethylaminoethyl)diethyl-tin CN(CC[Sn](CC)(CC)CCN(C)C)C